methyl 5-chloro-1-((5-(4-fluoro-3-methoxyphenyl) pyrazin-2-yl) methyl)-1H-indazole-7-carboxylate ClC=1C=C2C=NN(C2=C(C1)C(=O)OC)CC1=NC=C(N=C1)C1=CC(=C(C=C1)F)OC